FC=1C=C2C(=NC1)N(C=C2C2=NN1C(C(=N2)N[C@@H]2[C@H](C3CCC2CC3)C(=O)OCC)=CC=C1OC)S(=O)(=O)C1=CC=C(C)C=C1 ethyl (1R,2S,3S,4R)-3-((2-(5-fluoro-1-tosyl-1H-pyrrolo[2,3-b]pyridin-3-yl)-7-methoxypyrrolo[2,1-f][1,2,4]triazin-4-yl)amino)bicyclo[2.2.2]octane-2-carboxylate